C(#N)C=1C=C(C=NC1)S(=O)(=O)N([C@H](C(F)(F)F)C1=CC(=CC=C1)F)CC (S)-5-Cyano-N-ethyl-N-(2,2,2-trifluoro-1-(3-fluorophenyl)ethyl)pyridine-3-sulfonamide